(S)-(-)-1-amino-1-phenyl-propane N[C@@H](CC)C1=CC=CC=C1